C(C)(=O)O[C@@H]1[C@H](O[C@H]([C@@H]1OC(=S)SC)N1C(N=C(C=C1)NC(C)=O)=O)COC(C)=O (2R,3R,4R,5R)-5-(4-acetamido-2-oxopyrimidin-1(2H)-yl)-2-(acetoxymethyl)-4-(((methylthio)carbonothioyl)oxy)tetrahydrofuran-3-yl acetate